tert-butyl ((4-aminonaphthalen-1-yl)methyl)carbamate NC1=CC=C(C2=CC=CC=C12)CNC(OC(C)(C)C)=O